C(C)(=O)N1CCC(CC1)COC1=C(C=C2C(=NC=NC2=C1)C1=CC=C(C=C1)NC(CC1=CC=C(C=C1)C(F)(F)F)=O)OC N-(4-(7-((1-acetylpiperidin-4-yl)methoxy)-6-methoxyquinazolin-4-yl)phenyl)-2-(4-(trifluoromethyl)phenyl)acetamide